N,N-diethyl-1-methyl-piperidine-4-carboxamide hydrochloride hydrate O.Cl.C(C)N(C(=O)C1CCN(CC1)C)CC